bromo-1-methyl-1H-pyrrolo[2,3-c]pyridine-2-carboxylic acid BrC1=C(N(C2=CN=CC=C21)C)C(=O)O